S-carboxymethyl-cysteine methyl-5-amino-4-(2-(3-((tert-butoxycarbonyl)amino)prop-1-yn-1-yl)-5-fluorobenzofuran-4-yl)-5-oxopentanoate CC(C(=O)O)CC(C(=O)N)C1=C(C=CC2=C1C=C(O2)C#CCNC(=O)OC(C)(C)C)F.C(=O)(O)CSC[C@H](N)C(=O)O